4-Chloro-3-hydroxybenzonitrile ClC1=C(C=C(C#N)C=C1)O